[Si](C)(C)(C(C)(C)C)OC=1C=C(C=CC1O[Si](C)(C)C(C)(C)C)/C=C/C(=O)OC1=CC=C(C(=O)OC)C=C1 Methyl (E)-4-((3-(3,4-bis((tert-butyldimethylsilyl)oxy)phenyl)acryloyl)oxy)benzoate